benzotriazazepine N1N=NN=CC2=C1C=CC=C2